COC=1C=C(C2=CC=CC=C2C1)C1CC(CCC1C)=O 3-(3-methoxy-1-naphthyl)-4-methyl-cyclohexanone